6-((4-(6-(methylsilyl)-1-(tetrahydro-2H-pyran-2-yl)-1H-indazol-4-yl)-1H-1,2,3-triazol-1-yl)methyl)-1H-indole-1-carboxylic acid tert-butyl ester C(C)(C)(C)OC(=O)N1C=CC2=CC=C(C=C12)CN1N=NC(=C1)C1=C2C=NN(C2=CC(=C1)[SiH2]C)C1OCCCC1